ClC=1C=C(C=CC1)C(C(=O)N1CC2=C(CCC1)N=C(NC2=O)C2(CC2)C2=CC(=CC=C2)C(C)C)(F)F 6-(2-(3-chlorophenyl)-2,2-difluoroacetyl)-2-(1-(3-isopropylphenyl)cyclopropyl)-3,5,6,7,8,9-hexahydro-4H-pyrimido[5,4-c]azepin-4-one